2-(1H-pyrazol-4-yl)-N-(3-(pyridin-2-yl)-1-(tetrahydrofuran-3-yl)-1H-pyrazol-4-yl)thiazole-4-carboxamide formate C(=O)O.N1N=CC(=C1)C=1SC=C(N1)C(=O)NC=1C(=NN(C1)C1COCC1)C1=NC=CC=C1